2-heptyl-4-Isobutylamino-7-methoxychroman hydrochloride Cl.C(CCCCCC)C1OC2=CC(=CC=C2C(C1)NCC(C)C)OC